[Mg].[Li].[Co].[Ni] NICKEL-COBALT-LITHIUM-MAGNESIUM